7-((6-(4-Aminopiperidin-1-yl)-5-methyl-pyridin-3-yl)methyl)-N2-butylimidazo[2,1-f][1,2,4]triazin-2,4-diamin NC1CCN(CC1)C1=C(C=C(C=N1)CC1=CN=C2C(=NC(=NN21)NCCCC)N)C